BrC1=CC=2C(=NC(=NC2C=2C1=NN(C2)C(F)(F)F)C)OCC2=CC=C(C=C2)OC 6-bromo-4-[(4-methoxyphenyl)methoxy]-2-methyl-8-(trifluoromethyl)-8H-pyrazolo[3,4-h]quinazoline